4-(3-amino-5-ethynylpyridin-4-yl)-2-chloro-N-(5-ethynyl-6-(2H-1,2,3-triazol-2-yl)pyridin-3-yl)-5-fluorobenzamide NC=1C=NC=C(C1C1=CC(=C(C(=O)NC=2C=NC(=C(C2)C#C)N2N=CC=N2)C=C1F)Cl)C#C